2-[(1S,2S)-1-cyano-2-phenyl-cyclopropyl]pyridine-3-carbonitrile C(#N)[C@@]1([C@@H](C1)C1=CC=CC=C1)C1=NC=CC=C1C#N